3-ethyl (3S,5R)-13-oxo-2,12-diazadispiro[4.1.47.25]tridecane-2,3-dicarboxylate O=C1NC2(C[C@@]13C[C@H](N(C3)C(=O)[O-])C(=O)OCC)CCCC2